CC1(CN2C(OC1)=C(C=N2)[S@@](=O)(N)=NC(NC2=C1CCCC1=CC=C2C2=CC(=NC=C2)C)=O)C (R)-6,6-dimethyl-N'-((5-(2-methylpyridin-4-yl)-2,3-dihydro-1H-inden-4-yl)carbamoyl)-6,7-dihydro-5H-pyrazolo[5,1-b][1,3]oxazine-3-sulfonimidamide